FC(C1=NC=C(C=N1)N1CC2(CC1)CCNCC2)(F)F 2-[2-(trifluoromethyl)pyrimidin-5-yl]-2,8-diazaspiro[4.5]decane